ClC1=NC2=CC=NC=C2C(=C1)COC1=CC=C(C=C1)OC 2-chloro-4-[(4-methoxyphenoxy)methyl]-1,6-naphthyridine